CN1C(=NN=C1C1=NC=NC=C1)CNC=1C=C(C(=O)O)C=CC1 3-((4-methyl-5-(pyrimidin-4-yl)-4H-1,2,4-triazol-3-yl)methylamino)benzoic acid